2,3-dimethyl-1,5,6,7,8,9-hexahydrocyclohepta[b]pyrrolo[3,2-e]pyridine CC1=C(C=2C=C3C(=NC2N1)CCCCC3)C